tert-butyl (trans-4-fluoropyrrolidin-3-yl)carbamate F[C@H]1[C@@H](CNC1)NC(OC(C)(C)C)=O